N-(cyclobutylmethyl)-1-(6-((4-(5-methoxypyridin-3-yl)-1H-1,2,3-triazol-1-yl)methyl)pyridazin-3-yl)azepan-3-amine C1(CCC1)CNC1CN(CCCC1)C=1N=NC(=CC1)CN1N=NC(=C1)C=1C=NC=C(C1)OC